Cl.ClCCN(C)C 2-chloro-N,N-bisMethylethylamine hydrochloride